(Z)-Methyl 3-(((4-((2-(dimethylamino)ethoxy)carbamoyl)-3-methylphenyl)amino)(phenyl)methylene)-2-oxoindoline-6-carboxylate CN(CCONC(=O)C1=C(C=C(C=C1)N\C(=C\1/C(NC2=CC(=CC=C12)C(=O)OC)=O)\C1=CC=CC=C1)C)C